(4-(2-methoxyphenyl)piperazin-1-yl)(4-((3-(pyridin-3-yl)-1H-1,2,4-triazol-1-yl)-sulfonyl)phenyl)methanone COC1=C(C=CC=C1)N1CCN(CC1)C(=O)C1=CC=C(C=C1)S(=O)(=O)N1N=C(N=C1)C=1C=NC=CC1